ethyl 2,6,6-trimethylcyclohexadienecarboxylate CC1=C(C(CC=C1)(C)C)C(=O)OCC